methyl O-acetyl-N-(O-(tert-butyldimethylsilyl)-N-(2-(4-((6-chlorohexanamido)methyl)phenyl)thiazole-4-carbonyl)-L-seryl)-L-serinate C(C)(=O)OC[C@H](NC([C@@H](NC(=O)C=1N=C(SC1)C1=CC=C(C=C1)CNC(CCCCCCl)=O)CO[Si](C)(C)C(C)(C)C)=O)C(=O)OC